ethanone-O-acetyloxime C(C)(=O)ON=CC